tert-Butyl (3-amino-4-(4,4,5,5-tetramethyl-1,3,2-dioxaborolan-2-yl)phenyl)carbamate NC=1C=C(C=CC1B1OC(C(O1)(C)C)(C)C)NC(OC(C)(C)C)=O